ON1N=NC2=C(C1=O)C=CC=C2 3-hydroxy-4-keto-1,2,3-benzotriazine